C[C@H]1CN(CCN1C(C(C)C)=O)C1=C2C=NN(C2=CC(=C1)S(=O)(=O)NC1(CC1)C#N)C=1SC(=NN1)C(F)F 1-[({4-[(3S)-3-methyl-4-(2-methylpropanoyl)piperazinyl]-1-[5-(difluoromethyl)(1,3,4-thiadiazol-2-yl)]-1H-indazol-6-yl}sulfonyl)amino]cyclopropanecarbonitrile